2-cyanoimino-4-hydroxy-6-methylpyrimidine C(#N)N=C1NC(=CC(=N1)O)C